C(#N)N1C2CCC1CC2 (1R,2R,4S)-7-cyano-7-azabicyclo[2.2.1]heptan